IC1=CC(=C(C(=O)O)C=C1)N1[C@H]2CC3(CC3)C[C@@H]1CC2 4-iodo-2-((1R,5S)-8-azaspiro[bicyclo[3.2.1]octane-3,1'-cyclopropane]-8-yl)benzoic acid